2-(2-(benzyloxy)ethyl)-2H-indazole-5-carboxylic acid C(C1=CC=CC=C1)OCCN1N=C2C=CC(=CC2=C1)C(=O)O